C(N)(OC(COC1=NC=NC(=C1)Cl)CC(C)(C)C)=O Tert-butyl-(1-((6-chloropyrimidin-4-yl) oxy) propan-2-yl) carbamate